CN(S(=O)(=O)C1=CC=C(C=C1)S(=O)(=O)N1C(N(C2=C1C=CC=C2)C)C2=CSC=C2)C N,N-dimethyl-4-((3-methyl-2-(thiophen-3-yl)-2,3-dihydro-1H-benzo[d]imidazol-1-yl)sulfonyl)benzenesulfonamide